9-fluoro-15-methyl-2,17,20,21,24-pentaazapentacyclo[16.5.2.02,6.07,12.021,25]pentacosane-1(24),7,9,11,18(25),19,22-heptaene-16-one FC=1C=C2C3CCCN3C=3C=CN4N=CC(NC(C(CCC2=CC1)C)=O)=C4N3